N-{6-methoxy-1-methylpyrazolo[4,3-c]pyridin-7-yl}-1-[4-(pyrrolidin-1-yl)pyridin-2-yl]pyrazole-4-sulfonamide COC1=C(C2=C(C=N1)C=NN2C)NS(=O)(=O)C=2C=NN(C2)C2=NC=CC(=C2)N2CCCC2